(R)-N-(1-(2-fluoro-3-(trifluoromethyl)phenyl)ethyl)-6-(4-isopropylpiperazin-1-yl)-7-methoxy-2-methylpyrido[2,3-d]pyrimidin-4-amine FC1=C(C=CC=C1C(F)(F)F)[C@@H](C)NC=1C2=C(N=C(N1)C)N=C(C(=C2)N2CCN(CC2)C(C)C)OC